(pyridin-2-yl)methanol N1=C(C=CC=C1)CO